2-(4-(methylsulfonyl)phenyl)-3-methoxypropionic acid CS(=O)(=O)C1=CC=C(C=C1)C(C(=O)O)COC